(S)-(R)-2-aminopropionic acid (pent-2-yl) ester C[C@H](CCC)OC([C@H](C)N)=O